C(C)(C)(C)N1C=C(C=C1)C(=O)NC1=C(C=C(C(=C1)C=1C=C(C=2N(C1)C=CN2)N2CCOCC2)C)F 1-tert-Butyl-N-{2-fluoro-4-methyl-5-[8-(morpholin-4-yl)imidazo[1,2-a]pyridin-6-yl]phenyl}pyrrole-3-carboxamide